4-isothiocyanatopyridine N(=C=S)C1=CC=NC=C1